NC1=CC=CC(=N1)S(=O)(=O)NC(=O)C=1C(=NC(=CC1)C1=CC(=CC(=C1)OCC(C)C)F)N1CC2CC2C1C(F)(F)F N-[(6-Amino-2-pyridyl)sulfonyl]-6-(3-fluoro-5-isobutoxyphenyl)-2-[4-(trifluoromethyl)-3-azabicyclo[3.1.0]hexan-3-yl]pyridin-3-carboxamid